(3S,4R)-3-(2-(benzo[d][1,3]dioxol-5-yl)ethyl)-4-(4-fluorophenyl)-1-methylpiperidine O1COC2=C1C=CC(=C2)CC[C@@H]2CN(CC[C@H]2C2=CC=C(C=C2)F)C